C(C)OCCN(CC[C@@H](C(=O)O)NC1=NC(=NC2=CC=CC=C12)C=1C=NC=CC1)CCCCC1=NC=2NCCCC2C=C1 (S)-4-((2-ethoxyethyl)(4-(5,6,7,8-tetrahydro-1,8-naphthyridin-2-yl)butyl)amino)-2-((2-(pyridin-3-yl)quinazolin-4-yl)amino)butanoic acid